iodomethyl-formamidine ICC(=N)N